ClCC=1OC(=NN1)C1=CC=C(C=C1)F 2-(chloromethyl)-5-(4-fluorophenyl)-1,3,4-oxadiazole